NCCCCCC(=O)NCCCCOC1=CC(=CC=C1)C(C(N[C@H](CCCN\C(=N/C(NCCNC(CC)=O)=O)\N)C(NCC1=CC=C(C=C1)O)=O)=O)C1=CC=CC=C1 6-amino-N-(4-(3-((4R,Z)-9-amino-4-((4-hydroxybenzyl)carbamoyl)-2,11,16-trioxo-1-phenyl-3,8,10,12,15-pentaazaoctadec-9-en-1-yl)phenoxy)butyl)hexanamide